5-(4-Fluoro-piperidin-1-yl)-pent-2-enoic acid [4-(3-chloro-4-fluoro-phenylamino)-7-methoxy-quinazolin-6-yl]-amide ClC=1C=C(C=CC1F)NC1=NC=NC2=CC(=C(C=C12)NC(C=CCCN1CCC(CC1)F)=O)OC